N-(5-(cinnolin-4-yl)pyridin-3-yl)-2-(3-methoxyphenyl)-2-oxoacetamide N1=NC=C(C2=CC=CC=C12)C=1C=C(C=NC1)NC(C(=O)C1=CC(=CC=C1)OC)=O